COC1=C(N=C(N(C1=O)C)N(C(C1=NC=CC=C1)C1=CC=CC=C1)C)C(=O)OC methyl 5-methoxy-1-methyl-2-{methyl[phenyl(pyridin-2-yl)methyl]amino}-6-oxopyrimidine-4-carboxylate